CC=1C=CC(=NC1)N 5-methylpyridin-2-amine